CC1=CN(C(=O)NC1=O)[C@H]2C[C@@H]([C@H](O2)COP(=O)(O)O[C@H]3C[C@@H](O[C@@H]3CO)N4C=CC(=NC4=O)N)OP(=O)(O)OC[C@@H]5[C@H](C[C@@H](O5)N6C=NC7=C6N=C(NC7=O)N)OP(=O)(O)OC[C@@H]8[C@H](C[C@@H](O8)N9C=CC(=NC9=O)N)O.C1[C@@H]([C@H](O[C@H]1N2C=NC3=C2N=C(NC3=O)N)COP(=O)(O)O[C@H]4C[C@@H](O[C@@H]4COP(=O)(O)O[C@H]5C[C@@H](O[C@@H]5COP(=O)(O)O[C@H]6C[C@@H](O[C@@H]6CO)N7C=NC8=C7N=C(NC8=O)N)N9C=CC(=NC9=O)N)N1C=NC2=C(N=CN=C21)N)O The molecule is a double-stranded DNA fragment consisting of a 5'-CTGC-3' strand antiparallel to a 3'-GACG-5' strand. It contains a 5'-CTGC-3' and a 5'-GCAG-3'.